C(C)(C)(C)C1=CC(=CC(=C1)C(C)(C)C)C(C)(C)C 1,3,5-tris(tert-butyl)benzene